ClC1=C(C(=O)C2=CNC3=NC=C(C(=C32)N[C@H]3CO[C@@H](CC3)CO)OC(C(=O)O)(F)F)C=CC(=C1)OC1=C(C=CC=C1)F 2-((3-(2-chloro-4-(2-fluorophenoxy)benzoyl)-4-(((3R,6S)-6-(hydroxymethyl)tetrahydro-2H-pyran-3-yl)amino)-1H-pyrrolo[2,3-b]pyridin-5-yl)oxy)-2,2-difluoroacetic acid